COC(C1=NC=CC(=C1)NC(=O)[C@@H]1O[C@]([C@H]([C@H]1C1=C(C(=C(C=C1)F)CO[Si](C)(C)C(C)(C)C)OC)C)(C(F)(F)F)C)=O |r| rac-4-((2r,3s,4s,5r)-3-(3-(((tert-butyldimethylsilyl)oxy)methyl)-4-fluoro-2-methoxyphenyl)-4,5-dimethyl-5-(trifluoromethyl)tetrahydrofuran-2-carboxamido)picolinic acid methyl ester